5-(1-methylcyclopropoxy)-3-[6-[(3S)-3-methylpiperazin-1-yl]pyrimidin-4-yl]-2H-indazole CC1(CC1)OC1=CC2=C(NN=C2C=C1)C1=NC=NC(=C1)N1C[C@@H](NCC1)C